FC(C(=O)N(C1=CC=C(C(=O)O)C=C1)CC1=CN=C2N=C(N)NC(=O)C2=N1)(F)F N10-trifluoroacetyl-pteroic acid